4-(1-methylcyclopropyl)butan-1-ol CC1(CC1)CCCCO